ClC1=NC(=NC(=N1)Cl)N(CCC[Si](OCC)(OCC)OCC)CCC[Si](OCC)(OCC)OCC 2,4-dichloro-6-(bis(3-triethoxysilylpropyl)amino)-1,3,5-triazine